OC1=CC=C(C=C1)N=CC1=CC(=CC=C1)O 3-hydroxybenzaldehyde-(4-hydroxyphenylimine)